[Br-].C(CCC)[P+](CCCC)(CCCC)CCCC Tetrabutyl-phosphonium bromide